C(C(C)C)(=O)OC1=C(C=C(C=C1)Cl)C=NCCC1=CC=CC=C1 4-chloro-2-((phenethyl-imino)methyl)phenyl isobutyrate